N-[2-(dimethylamino)ethyl]-1H-pyrrolo[2,3-b]pyridin-2-carboxamid CN(CCNC(=O)C1=CC=2C(=NC=CC2)N1)C